FC1=C(C=CC(=C1)C1C(COC2=CC(=CC=C12)OC)C1=CC=CC=C1)N1CCC(CC1)CN1CCN(CC1)C=1C=C2CN(C(C2=CC1)=O)C1C(NC(CC1)=O)=O 3-(5-(4-((1-(2-Fluoro-4-(7-methoxy-3-phenylchroman-4-yl)phenyl)piperidin-4-yl)methyl)piperazin-1-yl)-1-oxoisoindolin-2-yl)piperidin-2,6-dion